P(=O)(O)(O)O.FC=1C=C(C=CC1C=1C=NC(=CC1)C=1N=NN(N1)C)N1C(O[C@@H](C1)C(C(F)(F)F)O)=O (S)-3-(3-fluoro-4-(6-(2-methyl-2H-tetrazol-5-yl)pyridin-3-yl)phenyl)-5-(1-hydroxy-2,2,2-trifluoro-ethyl)oxazolidin-2-one phosphate